C1(=CC=C(C=C1)CC=1C=CSC1Br)C1=CC=CC=C1 4-([1,1'-biphenyl]-4-ylmethyl)-5-bromothiophene